[Sn]=O.[Pt] platinum-tin oxide